COC=1C=C2CC(NC(C2=CC1)C(=O)[O-])C 6-methoxy-3-methyl-1,2,3,4-tetrahydroisoquinolinecarboxylate